N-[(2-methylpyrrolidin-3-yl)methyl]methanesulfonamide methyl-(2S,4S,6S)-6-(((benzyloxy)carbonyl)amino)spiro[3.3]heptane-2-carboxylate COC(=O)C1CC2(C1)CC(C2)NC(=O)OCC2=CC=CC=C2.CC2NCCC2CNS(=O)(=O)C